C1=C(C=CC2=CC=CC=C12)OCC(=O)NS(=O)(=O)C1=CC=C(C)C=C1 2-(Naphthalen-2-yloxy)-N-tosylacetamide